(R)-2-((5-(3-(dimethylamino)pyrrolidine-1-carbonyl)-1H-indazol-3-yl)ethynyl)-N-phenylbenzamide CN([C@H]1CN(CC1)C(=O)C=1C=C2C(=NNC2=CC1)C#CC1=C(C(=O)NC2=CC=CC=C2)C=CC=C1)C